Br.NCCCN1C=NC=C1 N-(3-aminopropyl)imidazole hydrobromide